(E)-2-(4-methylthiobenzylidene)-3,4-dihydronaphthalen-1(2H)-one CSC1=CC=C(\C=C/2\C(C3=CC=CC=C3CC2)=O)C=C1